N-(tert-butoxycarbonyl)-N-methyl-beta-alanine CC(C)(C)OC(=O)N(C)CCC(=O)O